C1(CC1)COCCN 2-(cyclopropylmethoxy)ethan-1-amine